(methyl)ammonium chloride phosphate P(=O)([O-])([O-])[O-].[Cl-].C[NH3+].C[NH3+].C[NH3+].C[NH3+]